ClC=1C=NC(=NC1)N1CCC(CC1)CCCOC1=CC(=C(C=C1)CC(=O)N1CC(C1)C(=O)NCC(CO)(CO)O)F 1-[2-[4-[3-[1-(5-chloropyrimidin-2-yl)-4-piperidyl]propoxy]-2-fluoro-phenyl]acetyl]-N-[2,3-dihydroxy-2-(hydroxymethyl)propyl]azetidine-3-carboxamide